CC1(OB(OC1(C)C)C=1C=C(C(=NC1)C(=O)OC)C)C methyl 5-(4,4,5,5-tetramethyl-1,3,2-dioxaborolan-2-yl)-3-methylpicolinate